(S)-4-(3-chloro-5-(trifluoromethyl)pyrazin-2-yl)-3-(hydroxymethyl)piperazine-1-carboxylic acid tert-butyl ester C(C)(C)(C)OC(=O)N1C[C@H](N(CC1)C1=NC=C(N=C1Cl)C(F)(F)F)CO